C1(=CC=CC2=CC3=CC=CC=C3C=C12)N 1-anthraceneamine